(E)-3-(3,4,5-trimethoxyphenyl)-N-(8-hydroxyoctyl)prop-2-enamide COC=1C=C(C=C(C1OC)OC)/C=C/C(=O)NCCCCCCCCO